CN(C1=NC=NC(=C1)NC1=C(C=CC(=C1)[N+](=O)[O-])N1CCN(CC1)C)C N4,N4-dimethyl-N6-(2-(4-methylpiperazin-1-yl)-5-nitrophenyl)pyrimidine-4,6-diamine